aluminum triflimide N(S(=O)(=O)C(F)(F)F)S(=O)(=O)C(F)(F)F.[Al]